NC1=CC=C(C=C1)[Se][Se]C1=CC=C(N)C=C1 4,4'-diselenodianiline